COC(C1=NC=C(C(=C1)C)NC1=C(C=CC=C1)[N+](=O)[O-])=O 4-methyl-5-((2-nitrophenyl)amino)picolinic acid methyl ester